[Si](C1=CC=CC=C1)(C1=CC=CC=C1)(C(C)(C)C)OC1CC(C1)CCCNC1CCC(CC1)(F)F N-(3-((1r,3s)-3-((tert-butyldiphenylsilyl)oxy)cyclobutyl)propyl)-4,4-difluorocyclohexan-1-amine